(S)-5-(6-(tert-butylamino)-4-(trifluoromethyl)pyridin-3-yl)-4-(2-methylpyrrolidine-1-carbonyl)Thiazole-2-carboxylic acid ethyl ester C(C)OC(=O)C=1SC(=C(N1)C(=O)N1[C@H](CCC1)C)C=1C=NC(=CC1C(F)(F)F)NC(C)(C)C